C1(=CC=CC=C1)P(C1=CC=CC=C1)CC=1N(C2=CC=CC=C2C1[C@@H](N[S@](=O)C(C)(C)C)C1=CC(=CC=C1)OC)S(=O)(=O)C1=CC=CC=C1 (R)-N-((S)-(2-((diphenylphosphanyl)methyl)-1-(phenylsulfonyl)-1H-indol-3-yl)(3-methoxyphenyl)methyl)-2-methylpropane-2-sulfinamide